ClC1=C(C(=O)NC=2C(=NNC2)C(=O)NC2CCN(CC2)CC=2C(=C3CN(C(C3=CC2)=O)C2C(NC(CC2)=O)=O)F)C(=CC=C1)Cl 4-(2,6-dichlorobenzamido)-N-(1-((2-(2,6-dioxopiperidin-3-yl)-4-fluoro-1-oxoisoindolin-5-yl)methyl)piperidin-4-yl)-1H-pyrazole-3-carboxamide